3-methoxypyrazine-2-sulfonyl fluoride COC=1C(=NC=CN1)S(=O)(=O)F